FC(C=1C=CC(=C(C1)C1=CC(=C(N=N1)C)NC1=CC(=NC=C1)NC(CCN1CCN(CC1)C)=O)F)F N-[4-({6-[5-(difluoromethyl)-2-fluorophenyl]-3-methylpyridazin-4-yl}amino)pyridin-2-yl]-3-(4-methylpiperazin-1-yl)propanamide